BrC1=C(N)C(=CC=C1)C(C1=C(C=CC=C1)Cl)=O 2-bromo-6-(2-chlorobenzoyl)aniline